7-fluoroisoquinolin FC1=CC=C2C=CN=CC2=C1